[C@H]12[C@@H](C[C@H](CC1)C2)OC2=CC(=CC1=C2C(N2[C@@H](CO1)C[C@@H](C2)OC2=CC=C1CCC(NC1=C2)=O)=O)C (2S,11aR)-6-(((1S,2R,4R)-bicyclo[2.2.1]heptan-2-yl)oxy)-8-methyl-2-((2-oxo-1,2,3,4-tetrahydroquinolin-7-yl)oxy)-2,3,11,11a-tetrahydro-1H,5H-benzo[f]pyrrolo[2,1-c][1,4]oxazepin-5-one